CC=1C=C(C=NC1C(=O)N)C1=NC=CC=C1 5'-methyl-[2,3'-bipyridine]-6'-carboxamide